C(C)(C)(C)C1=CC=C(C=C1)N(C=1C2=C(SC1)C=C1C(CCC(C1=C2)(C)C)(C)C)C=2C=C(C=C(C2)Cl)C2=CC=CC=C2 N-(4-(tert-butyl)phenyl)-N-(5-chloro-[1,1'-biphenyl]-3-yl)-5,5,8,8-tetramethyl-5,6,7,8-tetrahydronaphtho[2,3-b]thiophene-3-amine